C(=O)(O)C(CC(=O)[O-])CC(=O)[O-] cis-3-carboxyglutarate